endo-4-(4-chlorobenzyl)-2-(3-(5-methylpyridazin-4-yl)-1H-pyrazol-5-yl)-2-azabicyclo[3.1.0]hexan-3-one ClC1=CC=C(CC2C(N(C3CC23)C2=CC(=NN2)C2=CN=NC=C2C)=O)C=C1